CC1=CC=C(C=C1)S(=O)(=O)OCC1CCOCC1 tetrahydropyran-4-ylmethyl 4-methylbenzenesulfonate